[Ge].[Ti] titanium (germanium)